2,3,4,6,7,8,9,10-octahydropyrimido[1,2-a]azepin-1-ium 1H-1,2,4-triazole-1-carboxylate N1(N=CN=C1)C(=O)[O-].[NH+]=1CCCN2C1CCCCC2